(E)-3-(4-chlorophenyl)-1-[2-(3,5-diphenylpyrazol-1-yl)-4-methyl-thiazol-5-yl]prop-2-en-1-one ClC1=CC=C(C=C1)/C=C/C(=O)C1=C(N=C(S1)N1N=C(C=C1C1=CC=CC=C1)C1=CC=CC=C1)C